bis(imino)pyridine iron dinitrogen [N].[N].[Fe].N=C1C(N=CC=C1)=N